(R)-5-amino-N-cyclobutyl-N-(1-(3-fluoro-5-(trifluoromethyl)pyridin-2-yl)ethyl)-6,8-dihydro-1H-furo[3,4-d]pyrrolo[3,2-b]pyridine-2-carboxamide NC1=C2C(=C3C(=N1)C=C(N3)C(=O)N([C@H](C)C3=NC=C(C=C3F)C(F)(F)F)C3CCC3)COC2